8-Bromo-3-ethyl-4-oxo-3,4-dihydropyrido[4,3-d]pyrimidine 6-oxide BrC1=C[N+](=CC2=C1N=CN(C2=O)CC)[O-]